BrC1=CC=CC(=N1)CC=1C(=NC=2N(C1N)N=CN2)C 6-[(6-bromopyridin-2-yl)methyl]-5-methyl-[1,2,4]triazolo[1,5-a]pyrimidin-7-amine